FC1CC(N(C1)C(CC1=NN=C(O1)CNC(OC(C)(C)C)=O)=O)C(NC(C1=CC=C(C=C1)C(C)C)C1=CC=CC=C1)=O tert-butyl N-[(5-{2-[4-fluoro-2-({phenyl[4-(propan-2-yl)phenyl]methyl}carbamoyl)pyrrolidin-1-yl]-2-oxoethyl}-1,3,4-oxadiazol-2-yl)methyl]carbamate